CN1N=C(C(=C1)C1=C2CCN(C(C2=CC=C1)=O)CC1CN(C(CC1)=O)C)C(F)(F)F 5-(1-methyl-3-(trifluoromethyl)-1H-pyrazol-4-yl)-2-((1-methyl-6-oxopiperidin-3-yl)methyl)-3,4-dihydroisoquinolin-1(2H)-one